C(C)NCC1=NC=2C(=C3C(=NC2N)C=CS3)N1CC1=CC=C(C=C1)CN1CCNCC1 2-((ethylamino)methyl)-1-(4-(piperazin-1-ylmethyl)benzyl)-1H-imidazo[4,5-d]thieno[3,2-b]pyridin-4-amine